C(C)(C)(C)OC(=O)N(C=1SC(=C(N1)C(=O)O)CC1(CC1)CO)C 2-{[(tert-butoxy)carbonyl](methyl)amino}-5-{[1-(hydroxymethyl)cyclopropyl]methyl}-1,3-thiazole-4-carboxylic acid